N1CC(CC1)CC(=O)O 3-PYRROLIDINEACETIC ACID